(1S,3R,8aR)-2,2,6,8a-tetramethyl-1,2,3,4,4a,5,8,8a-octahydro-1,3-methanonaphthalene CC1([C@H]2[C@@]3(CC=C(CC3C[C@@H]1C2)C)C)C